1,4-Diisocyanato-2,2,6-trimethylcyclohexane N(=C=O)C1C(CC(CC1C)N=C=O)(C)C